1-(4-(2-(3-(4-(tert-Butyl)piperazin-1-yl)phenyl)-3-hydroxy-6-(methylamino)pyridin-4-yl)-2-chlorophenyl)-3-methyl-1H-imidazol-2(3H)-one C(C)(C)(C)N1CCN(CC1)C=1C=C(C=CC1)C1=NC(=CC(=C1O)C1=CC(=C(C=C1)N1C(N(C=C1)C)=O)Cl)NC